COC(=O)C=1N=C2C(=NC1)NN=C2 1H-pyrazolo[3,4-b]Pyrazine-5-carboxylic acid methyl ester